(13R,14S)-dihydroxy-(4Z,7Z,9E,11E,16Z,19Z)-docosahexaenoic acid CC/C=C\C/C=C\C[C@@H]([C@@H](/C=C/C=C/C=C\C/C=C\CCC(=O)O)O)O